C1(CCC1)NC(=O)C1=CC2=C(C(N(C=C2C2=C(C(N(C=C2)C)=O)OC2=C(C=C(C=C2C)F)C)C)=O)N1 N-cyclobutyl-4-(3-(4-fluoro-2,6-dimethylphenoxy)-1-methyl-2-oxo-1,2-dihydropyridin-4-yl)-6-methyl-7-oxo-6,7-dihydro-1H-pyrrolo[2,3-c]pyridine-2-carboxamide